NC=1C(NC2=C3C(=CC=C2C1C1=C2C=NNC2=C(C=C1)F)C=CC=C3)=O 3-amino-4-(7-fluoro-1H-indazol-4-yl)-1H-benzo[h]quinolin-2-one